1-(4-(4-(2-(3,4-dimethoxyphenyl)-1-methyl-1H-pyrrolo[3,2-b]pyridin-6-yl)phenyl)piperazin-1-yl)-2-methylpropan-2-ol COC=1C=C(C=CC1OC)C1=CC2=NC=C(C=C2N1C)C1=CC=C(C=C1)N1CCN(CC1)CC(C)(O)C